N-(2-((2-(dimethylamino)ethyl)(ethyl)amino)-3-fluoro-5-nitrophenyl)acetamide CN(CCN(C1=C(C=C(C=C1F)[N+](=O)[O-])NC(C)=O)CC)C